ClC=1C=C(C=NC1OC)C1=CC(=NC=N1)C(=O)NCC1=NC=CC(=N1)O 6-(5-chloro-6-methoxypyridin-3-yl)-N-((4-hydroxypyrimidin-2-yl)methyl)-pyrimidine-4-carboxamide